C(C)OC(CC(C=1SC=C(N1)CCCC1=NC=2NCCCC2C=C1)C1=CC=C(C=C1)C(N(C)C)=O)=O 3-(4-(dimethylcarbamoyl)phenyl)-3-(4-(3-(5,6,7,8-tetrahydro-1,8-naphthyridin-2-yl)propyl)-thiazol-2-yl)propionic acid ethyl ester